Cl.NC12CCC(CC1)(CC2)O 4-Aminobicyclo[2.2.2]octane-1-ol hydrochloride